4-(1-cyano-2-(4-((2-hydroxyethyl)(methyl)amino)phenyl)vinyl)benzonitrile C(#N)C(=CC1=CC=C(C=C1)N(C)CCO)C1=CC=C(C#N)C=C1